hexyloxytrimethyl-ammonium bromide [Br-].C(CCCCC)O[N+](C)(C)C